6,7-dimethyl-2-((2S)-2-(1-methyl-1H-pyrazol-4-yl)-4-morpholinyl)-4-(2,3,4-trifluorophenyl)pteridine β-(3,5-di-tert-butyl-4-hydroxyphenyl)-propionat C(C)(C)(C)C=1C=C(C=C(C1O)C(C)(C)C)CCC(=O)O.CC=1N=C2C(=NC(=NC2=NC1C)N1C[C@@H](OCC1)C=1C=NN(C1)C)C1=C(C(=C(C=C1)F)F)F